(Sa)-N-[6-(5-chloro-1,3-benzoxazol-2-yl)spiro[3.3]heptan-2-yl]-5-[(S)-methylsulfonimidoyl]furan-2-carboxamide ClC=1C=CC2=C(N=C(O2)C2CC3(CC(C3)NC(=O)C=3OC(=CC3)[S@](=O)(=N)C)C2)C1